CC(C(NCCCCNC)=O)NC(CNC(CNC(CCC(=O)O)=O)=O)=O 9-methyl-8,11,14,17-tetraoxo-2,7,10,13,16-pentaazaicosan-20-oic acid